C(C)C1=CC=C(C=C1)CN1C(CCC1=O)CC(=O)N[C@@H](C(=O)OC)CC1=CC=CC=C1 methyl (2R)-2-[[2-[1-[(4-ethylphenyl)methyl]-5-oxopyrrolidin-2-yl]acetyl]amino]-3-phenylpropionat